N-isopropyl-N-(2-(4-methoxy-1H-indol-3-yl)ethyl)propan-2-amine C(C)(C)N(C(C)C)CCC1=CNC2=CC=CC(=C12)OC